(1R,2S,5S)-N-((S)-1-cyano-2-((S)-2-oxopyrrolidin-3-yl)ethyl)-3-((S)-2-(cyclohexanecarboxamido)-3,3-dimethylbutanoyl)-6,6-dimethyl-3-azabicyclo[3.1.0]hexane-2-carboxamide C(#N)[C@H](C[C@H]1C(NCC1)=O)NC(=O)[C@@H]1[C@H]2C([C@H]2CN1C([C@H](C(C)(C)C)NC(=O)C1CCCCC1)=O)(C)C